CC1=C2C(C(=CN(C2=NC(=C1)N1CC(C1)C(=O)NNC1=NC=CC=C1)C=1SC=CN1)C(=O)O)=O 5-methyl-4-oxo-7-{3-[N'-(pyridin-2-yl)hydrazinocarbonyl]azetidin-1-yl}-1-(1,3-thiazol-2-yl)-1,4-dihydro-1,8-naphthyridine-3-carboxylic acid